1-[2-(difluoromethoxy)-4-(trifluoromethyl)phenyl]-N-[(3R,5R)-5-fluoro-1-methyl-3-piperidinyl]pyrrolo[1,2-d][1,2,4]triazin-4-amine FC(OC1=C(C=CC(=C1)C(F)(F)F)C=1C=2N(C(=NN1)N[C@H]1CN(C[C@@H](C1)F)C)C=CC2)F